N-(4-(dimethylamino)phenethyl)-4-fluoro-2-(4-((5-(4-(phenoxymethyl)phenyl)pyridin-2-yl)oxy)piperidine-1-carbonyl)benzamide CN(C1=CC=C(CCNC(C2=C(C=C(C=C2)F)C(=O)N2CCC(CC2)OC2=NC=C(C=C2)C2=CC=C(C=C2)COC2=CC=CC=C2)=O)C=C1)C